O[C@@H]1CNCC[C@@]1(C)CNC(OC(C)(C)C)=O |r| racemic-tert-butyl trans-((3-hydroxy-4-methylpiperidin-4-yl)methyl)carbamate